3-(benzylthio)oxetane C(C1=CC=CC=C1)SC1COC1